C1=C(C=CC=2OC3=C(C21)C=CC=C3)CNC3=CN=CN(C3=O)CC(=O)NCC3=CC=2C=NC=CC2N3 2-[5-(Dibenzofuran-2-ylmethylamino)-6-oxo-pyrimidin-1-yl]-N-(1H-pyrrolo[3,2-c]pyridine-2-ylmethyl)acetamide